4-hydroxy-N-(4-(4-methylthiazol-5-yl)benzyl)pyrrolidin-2-carboxamide OC1CC(NC1)C(=O)NCC1=CC=C(C=C1)C1=C(N=CS1)C